FC1=C(C=CC(=C1)OC=1SC=C(N1)C=1C=NC(=C(C1)F)C)NC(OC(C)(C)C)=O tert-butyl (2-fluoro-4-{[4-(5-fluoro-6-methylpyridin-3-yl)-1,3-thiazol-2-yl]oxy}phenyl)carbamate